6-fluoro-5-(4-(4-isopropylpiperazin-1-yl)phenyl)-3-(4,4,5,5-tetramethyl-1,3,2-dioxaborolan-2-yl)pyridin-2-amine FC1=C(C=C(C(=N1)N)B1OC(C(O1)(C)C)(C)C)C1=CC=C(C=C1)N1CCN(CC1)C(C)C